C[Si](C)(C)OC(CN([Si](C)(C)C)CC(=O)O)=O (E)-N-(trimethylsilyl)iminodiacetic acid trimethylsilyl ester